COC=1C=CC(=NC1)C(=O)NC=1C=NC(=NC1)N1CCN(CC1)C1=NC=CC=C1 5-Methoxy-N-(2-(4-(pyridin-2-yl)piperazin-1-yl)pyrimidin-5-yl)picolinamid